Cl.N1C(CCC1)CCO 2-(Pyrrolidin-2-yl)ethan-1-ol hydrochloride